C(C)(C)(C)OC(=O)N1C[C@H](CC1)CNC(=O)CC[C@@H](C(=O)O)NC(=O)OCC1C2=CC=CC=C2C=2C=CC=CC12 (2S)-4-({[(3R)-1-[(tert-butoxy)carbonyl]pyrrolidin-3-yl]methyl}carbamoyl)-2-({[(9H-fluoren-9-yl)methoxy]carbonyl}amino)butanoic acid